N-(2-amino-1-(3-chlorophenyl)ethyl)-1-(2-((2-chloro-4-fluorophenyl)amino)-5-methylpyrimidin-4-yl)-1H-imidazole-4-carboxamide NCC(C1=CC(=CC=C1)Cl)NC(=O)C=1N=CN(C1)C1=NC(=NC=C1C)NC1=C(C=C(C=C1)F)Cl